(R)-5-((tert-butyldiphenylsilyl)oxy)-6-(ethyl-(methyl)amino)-2-methylhexan-1-en-3-one [Si](C1=CC=CC=C1)(C1=CC=CC=C1)(C(C)(C)C)O[C@H](CC(C(=C)C)=O)CN(C)CC